N-(4-chloro-3-cyano-1H-indol-7-yl)-5-(difluoromethyl)-1-methyl-pyrazole-4-sulfonamide ClC1=C2C(=CNC2=C(C=C1)NS(=O)(=O)C=1C=NN(C1C(F)F)C)C#N